4-((7-chloro-2-((1-(methylsulfonyl)piperidin-4-yl)amino)-[1,2,4]triazolo[1,5-a]pyridin-8-yl)oxy)piperidine-1-carboxylic acid methyl ester COC(=O)N1CCC(CC1)OC=1C=2N(C=CC1Cl)N=C(N2)NC2CCN(CC2)S(=O)(=O)C